C(C)(C)(C)OC(=O)N[C@@H](C(=O)[O-])CCI (2R)-2-[[tert-butoxycarbonyl] amino]-4-iodobutyrate